1-(2-(2-fluoro-3,4-dihydroxy-5-methoxyphenyl)-1-(3-methyloxetan-3-yl)-1H-benzo[d]imidazol-5-yl)-4-methylpiperazin-2-one FC1=C(C=C(C(=C1O)O)OC)C1=NC2=C(N1C1(COC1)C)C=CC(=C2)N2C(CN(CC2)C)=O